C1(CC1)N1N=NC=C1C=1C=C(C=NC1)N1N=C(C=C(C1=O)C)C(=O)O 1-[5-(3-Cyclopropyltriazol-4-yl)-3-pyridyl]-5-methyl-6-oxo-pyridazine-3-carboxylic acid